C(C1=CC=CC=C1)N1C2=NC(=CC=C2CCC12CN(CC2)CC2=CC=CC=C2)C 1,1'-dibenzyl-7-methyl-3,4-dihydro-1H-spiro[1,8-naphthyridine-2,3'-pyrrolidine]